nonyl 8-[3-[2-[2-[2-(2-benzyloxyethoxy)ethoxy]ethoxy]ethoxy]-2-(8-nonoxy-8-oxo-octoxy)propoxy]octanoate C(C1=CC=CC=C1)OCCOCCOCCOCCOCC(COCCCCCCCC(=O)OCCCCCCCCC)OCCCCCCCC(=O)OCCCCCCCCC